2-phenyl-3,3-bis(4-cyanooxyphenyl)benzamide C1(=CC=CC=C1)C1C(C(=O)N)=CC=CC1(C1=CC=C(C=C1)OC#N)C1=CC=C(C=C1)OC#N